ClC1=C2C(=CN(C2=CC=C1F)S(=O)(=O)C1=CC=C(C)C=C1)F 4-Chloro-3,5-difluoro-1-tosyl-1H-indole